3-Methoxy-n-propylvinylether COCCCC=COC=CCCCOC